BrC1=CC=C2C(C=CS2)=C1O 5-bromobenzothiophene-4-ol